FC1=CC(=C(C=C1)C1=C(N=C(C=2N1N=CC2)OC)C=2C=NN(C2)CC2=CC=C(C=C2)OC)OC 7-(4-fluoro-2-methoxy-phenyl)-4-methoxy-6-[1-[(4-methoxyphenyl)methyl]pyrazol-4-yl]pyrazolo[1,5-a]pyrazine